N1N=C(C=C1)C=1C=CC=NC1 5-(1H-pyrazol-3-yl)pyridin